4-(5-((4-(1,3,4-Oxadiazol-2-yl)phenoxy)methyl)-2-(trifluoromethyl)oxazolidin-3-yl)-2-(trifluoromethyl)benzonitril O1C(=NN=C1)C1=CC=C(OCC2CN(C(O2)C(F)(F)F)C2=CC(=C(C#N)C=C2)C(F)(F)F)C=C1